4-(10-chloro-8-fluoro-1,2,3,4,12,12a-hexahydro-6H-benzo[f]pyrazino[2,1-c][1,4]oxazepin-9-yl)benzo[d]thiazol-2-amine ClC1=C(C(=CC=2CN3C(COC21)CNCC3)F)C3=CC=CC2=C3N=C(S2)N